C(C)(C)(C)OC(=O)N[C@@H]([C@@H](C(=O)N[C@H](C(=O)OC(C)(C)C)C1=CC(=C(C=C1)Cl)OC(F)(F)F)O)CC1=CC=CC=C1 (S)-tert-butyl 2-((2S,3R)-3-((tert-butoxycarbonyl)amino)-2-hydroxy-4-phenylbutanamido)-2-(4-chloro-3-(trifluoromethoxy)phenyl)acetate